C(C1=CC=CC=C1)N1N=CC(=C1)C=1C(=CC(N(C1)C)=O)C1=CC(NC=C1)=O 5-(1-Benzyl-1H-pyrazol-4-yl)-1-methyl-1H,1'H-[4,4']bipyridinyl-2,2'-dione